COCC(C)(CO)C neopentyl glycol methyl ether